methyl 2-(bis(tert-butoxycarbonyl)amino)-7-chloro-[1,2,4]triazolo[1,5-a]pyridine-8-carboxylate C(C)(C)(C)OC(=O)N(C1=NN2C(C(=C(C=C2)Cl)C(=O)OC)=N1)C(=O)OC(C)(C)C